4-((S)-3-(cyanomethyl)-4-(2-fluoroacryloyl)piperazin-1-yl)-6-fluoro-2-(((S)-1-methylpyrrolidin-2-yl)methoxy)-7-(5,6,7,8-tetrahydronaphthalen-1-yl)-4a,8a-dihydroquinoline-3-acetonitrile C(#N)C[C@H]1CN(CCN1C(C(=C)F)=O)C1=C(C(=NC2C=C(C(=CC12)F)C1=CC=CC=2CCCCC12)OC[C@H]1N(CCC1)C)CC#N